(4R)-4-[3-[3-(5-tert-butyl-2-pyridinyl)azetidin-1-yl]-3-oxo-propyl]oxazolidin-2-one C(C)(C)(C)C=1C=CC(=NC1)C1CN(C1)C(CC[C@H]1NC(OC1)=O)=O